3-[[4-amino-8-(trans-4-aminocyclohexyloxy)-5,5-dimethyl-6H-benzo[H]quinazolin-7-yl]-methyl-sulfamoyl]propionic acid NC1=NC=NC=2C3=C(CC(C12)(C)C)C(=C(C=C3)O[C@@H]3CC[C@H](CC3)N)N(S(=O)(=O)CCC(=O)O)C